C1(=CC=CC=C1)[P+](C1=CC=C(C=C1)OC(CCCCCCCC)=O)(C1=CC=CC=C1)C1=CC=CC=C1 triphenyl(4-(nonanoyloxy)phenyl)phosphonium